1-(2-(1-methyl-1H-imidazo[1,2-b]pyrazole-7-carbonyl)-2-azaspiro[3.3]heptan-6-yl)-3-(3-(2,2,2-trifluoro-1-hydroxyethyl)phenyl)urea CN1C=CN2N=CC(=C21)C(=O)N2CC1(C2)CC(C1)NC(=O)NC1=CC(=CC=C1)C(C(F)(F)F)O